N-((2R,3S,5S)-2-((((CIS)-4-(3-fluorophenyl)cyclohexyl)oxy)methyl)-5-(methoxymethyl)pyrrolidin-3-yl)methanesulfonamide FC=1C=C(C=CC1)[C@H]1CC[C@H](CC1)OC[C@@H]1N[C@@H](C[C@@H]1NS(=O)(=O)C)COC